FC=1C=C(C=C(C1)F)C1CC=NN1C(=O)C12CC(C1)(C2)CN2N=CC1=CC(=CC=C21)C#N 1-((3-(5-(3,5-difluorophenyl)-4,5-dihydro-1H-pyrazole-1-carbonyl)bicyclo[1.1.1]-pentan-1-yl)methyl)-1H-indazole-5-carbonitrile